Cl.C(C)(C)(C)OC([C@@H](N)CCC(=O)OC(C)(C)C)=O L-glutamic acid di-tert-butyl ester hydrochloride